C1(CCCCC1)[C@@H](C(=O)OC)NC(C(=O)C=1N(C(=C(C1C)C(NC1=CC(=C(C=C1)F)C)=O)C)C)=O methyl (S)-2-cyclohexyl-2-(2-(4-((4-fluoro-3-methylphenyl)carbamoyl)-1,3,5-trimethyl-1H-pyrrol-2-yl)-2-oxoacetamido)acetate